Benzo[h]chinolin N1=CC=CC2=CC=C3C(=C12)C=CC=C3